COC(=O)C1=C(C=NC=C1)NC[C@@H]1CCC2=CC(=CC=C12)N(C)C1=CC=C(C=C1)C1CC1 3-({[(1R)-5-[(4-cyclopropylphenyl)(methyl)amino]-2,3-dihydro-1H-inden-1-yl]methyl}amino)pyridine-4-carboxylic acid methyl ester